FC1=C(C=CC=C1)C1=NN2C(OCCC2C(C)C)=C1C(=O)O 2-(2-Fluorophenyl)-7-propan-2-yl-6,7-dihydro-5H-pyrazolo[5,1-b][1,3]oxazine-3-carboxylic acid